FCC1(CC1)NS(=O)(=O)C1=CC2=C(N(C(N2C2=NC(=NS2)C)=O)CCCOC)C=C1 N-[1-(fluoromethyl)cyclopropyl]-1-(3-methoxypropyl)-3-(3-methyl-1,2,4-thiadiazol-5-yl)-2-oxo-benzimidazole-5-sulfonamide